NC1=NC(=C(C=2N1C(N(N2)CC2=NC=C(C=C2)Cl)=O)C2=CC(=NC(=C2)OC)CO)C2=CC=CC=C2 5-amino-2-[(5-chloro-2-pyridyl)methyl]-8-[2-(hydroxymethyl)-6-methoxy-4-pyridyl]-7-phenyl-[1,2,4]triazolo[4,3-c]pyrimidin-3-one